2-(4-Methyl-3-((5-((5-methyl-1H-indazol-4-yl)carbamoyl)thiazol-2-yl)amino)-1H-pyrazol-1-yl)propanoic acid CC=1C(=NN(C1)C(C(=O)O)C)NC=1SC(=CN1)C(NC1=C2C=NNC2=CC=C1C)=O